CN(CCC=O)C(C)CCC 3-[METHYL(PENTAN-2-YL)AMINO]PROPANAL